OC1CCN(CC1)C1=CC=C(C=C1)C(\C=C\C1=CC=C(C=C1)OCC1=CC=CC=C1)=O (E)-1-[4-(4-Hydroxypiperidin-1-yl)phenyl]-3-(4-phenylmethoxyphenyl)prop-2-en-1-one